methyl 2-amino-4-(2-((tert-butoxycarbonyl)amino)-3-cyano-7-fluorobenzo[b]thiophen-4-yl)-3-fluorobenzoate NC1=C(C(=O)OC)C=CC(=C1F)C1=CC=C(C=2SC(=C(C21)C#N)NC(=O)OC(C)(C)C)F